FC1=CC=C(C=C1)NC1=NC=C(C(=O)NOC)C(=C1)NC1=C(C=CC=C1)N(S(=O)(=O)C)C 6-((4-fluorophenyl)amino)-N-methoxy-4-((2-(N-methyl-methanesulfonamido)phenyl)-amino)nicotinamide